N1=CC=CC=2CN(CCC12)C(=O)[O-] 7,8-dihydro-1,6-naphthyridine-6(5H)-carboxylate